[Si](C)(C)(C(C)(C)C)OC(CN(CCCN(C(CC(CC(=O)N(C)CCCN(CC(CCCCCCCCCC)O[Si](C)(C)C(C)(C)C)CC(CCCCCCCCCC)O[Si](C)(C)C(C)(C)C)(C)O)=O)C)CC(CCCCCCCCCC)O[Si](C)(C)C(C)(C)C)CCCCCCCCCC N1,N5-bis(3-(bis(2-((tert-butyldimethylsilyl)oxy)dodecyl)amino)propyl)-3-hydroxy-N1,N5,3-trimethylpentanediamide